4-coumaroyl-3',4'-dihydroxyphenyllactic acid C1=CC(=CC=C1/C=C/C(=O)O[C@H](CC2=CC(=C(C=C2)O)O)C(=O)[O-])O